N-{3-[({2-[(4-{[3-(dimethylamino)azetidin-1-yl]carbonyl}phenyl)amino]-5-(trifluoromethyl)pyrimidin-4-yl}amino)methyl]pyridin-2-yl}-N-methylmethane-sulfonamide CN(C1CN(C1)C(=O)C1=CC=C(C=C1)NC1=NC=C(C(=N1)NCC=1C(=NC=CC1)N(S(=O)(=O)C)C)C(F)(F)F)C